(R)-4-((8-(1-propenylpiperidin-4-yl)-7-ethyl-5-methyl-6-oxo-5,6,7,8-tetrahydropteridin-2-yl)amino)-N-(1-methylpiperidin-4-yl)-3-(trifluoromethoxy)benzamide C(=CC)N1CCC(CC1)N1[C@@H](C(N(C=2C=NC(=NC12)NC1=C(C=C(C(=O)NC2CCN(CC2)C)C=C1)OC(F)(F)F)C)=O)CC